3-(5-(5-(2,3-dihydro-1H-inden-4-yl)-6-methoxy-1H-pyrazolo[4,3-b]pyridin-3-yl)pyridin-2-yl)cyclopentan-1-amine C1CCC2=C(C=CC=C12)C1=C(C=C2C(=N1)C(=NN2)C=2C=CC(=NC2)C2CC(CC2)N)OC